1,2,3,4-tetra-(2-cyanoethoxy)butane methyl-2-bromo-2-(3-fluoro-5-isopropyl-2-(trifluoromethyl)phenyl)acetate COC(C(C1=C(C(=CC(=C1)C(C)C)F)C(F)(F)F)Br)=O.C(#N)CCOCC(C(COCCC#N)OCCC#N)OCCC#N